C(C)(=O)OCC\C=C/CCCCC (Z)-3-nonen-1-yl acetate